5-((4-methoxybenzyl)oxy)pyridin-3-amine COC1=CC=C(COC=2C=C(C=NC2)N)C=C1